6-(Cyclopropanecarboxamido)-4-((1-ethyl-7-methoxy-1H-imidazo[4,5-c]pyridin-6-yl)amino)-N-(methyl-d3)nicotinamide C1(CC1)C(=O)NC1=NC=C(C(=O)NC([2H])([2H])[2H])C(=C1)NC1=C(C2=C(C=N1)N=CN2CC)OC